(S)-2-(3-fluoropyrrolidin-1-yl)-4-phenylnicotinaldehyde F[C@@H]1CN(CC1)C1=C(C=O)C(=CC=N1)C1=CC=CC=C1